tris[3-bromo-2,2-bis(bromomethyl)-propyl]phosphate BrCC(COP(=O)(OCC(CBr)(CBr)CBr)OCC(CBr)(CBr)CBr)(CBr)CBr